(S)-4-(1-Acetyl-2-methyl-1,2,3,4-tetrahydroquinolin-6-yl)-N-(3-aminopropyl)benzamide C(C)(=O)N1[C@H](CCC2=CC(=CC=C12)C1=CC=C(C(=O)NCCCN)C=C1)C